N-((1r,4r)-4-((3-(6-acetamido-4-methylpyridin-3-yl)-2-oxo-2,3-dihydro-1H-benzo[d]imidazol-1-yl)methyl)cyclohexyl)-5-chloro-2-(difluoro-methyl)nicotinamide C(C)(=O)NC1=CC(=C(C=N1)N1C(N(C2=C1C=CC=C2)CC2CCC(CC2)NC(C2=C(N=CC(=C2)Cl)C(F)F)=O)=O)C